(±)-2,2'-bis-(diphenylphosphino)-1,1'-Binaphthyl C1(=CC=CC=C1)P(C1=C(C2=CC=CC=C2C=C1)C1=C(C=CC2=CC=CC=C12)P(C1=CC=CC=C1)C1=CC=CC=C1)C1=CC=CC=C1